OS(=O)(=O)C(F)(F)F.C(CCCCC)C1=NC=CN1C hexyl-3-methylimidazole triflate